NC=1C=C2C(=CN=NC2=CC1)OC[C@@H](C)NC(=O)C1=CN=C2N1N=C(C=C2N(C(OC(C)(C)C)=O)C)Cl tert-butyl (R)-(3-((1-((6-aminocinnolin-4-yl)oxy)propan-2-yl)carbamoyl)-6-chloroimidazo[1,2-b]pyridazin-8-yl)(methyl)carbamate